4-N-(6-Hexyl)-pyrimidin-2,4,6-triamin CCCCCCNC1=NC(=NC(=C1)N)N